BrC=1C(=CC=2C3=C(C(=NC2C1F)N1CC(C1)N(C)C)N=CN3[C@@H]3C[C@H](N(CC3)C(=O)OC(C)(C)C)CO)Cl tert-butyl (2S,4S)-4-(7-bromo-8-chloro-4-(3-(dimethylamino)azetidin-1-yl)-6-fluoro-1H-imidazo[4,5-c]quinolin-1-yl)-2-(hydroxymethyl)piperidine-1-carboxylate